4-(4-fluorophenyl)-2-(((tetrahydro-2H-pyran-4-yl)methyl)amino)-5,7-dihydro-6H-pyrrolo[3,4-b]pyridine-6-carbonitrile FC1=CC=C(C=C1)C1=C2C(=NC(=C1)NCC1CCOCC1)CN(C2)C#N